(S)-N-((S)-1-(5-(1-Cyclopropyl-1H-indazol-5-yl)-1H-imidazol-2-yl)-7-oxononyl)-6-ethyl-6-azaspiro[2.5]octan-1-carboxamid C1(CC1)N1N=CC2=CC(=CC=C12)C1=CN=C(N1)[C@H](CCCCCC(CC)=O)NC(=O)[C@H]1CC12CCN(CC2)CC